C(CCC\C=C\CCCCCCCC)O (E)-5-tetradecenol